C[C@@H]1N(C2=CC=CC=C2[C@@H](C1)NCN1CC(C1)C(=O)NC1=CC=C(C=C1)N[C@@H]1C[C@@H](N(C2=CC=CC=C12)C(CC)=O)C)C(CC)=O |o1:1,9| (((2S*,4R*)-2-methyl-1-propionyl-1,2,3,4-tetrahydroquinolin-4-yl)amino-methyl)-N-(4-(((2S,4R)-2-methyl-1-propionyl-1,2,3,4-tetrahydroquinolin-4-yl)amino)phenyl)azetidine-3-carboxamide